NCCC=1C=C(C(=O)O)C=CC1 3-(2-aminoethyl)benzoic acid